C(#N)C1=C(C=CC(=C1)F)[C@H]([C@H](C)C=1N(C(C(=C(N1)C(=O)NC=1C=NOC1)O)=O)C)C1=CC=CC=C1 2-((1R,2S)-1-(2-cyano-4-fluorophenyl)-1-phenylpropan-2-yl)-5-hydroxy-N-(isoxazol-4-yl)-1-methyl-6-oxo-1,6-dihydropyrimidine-4-carboxamide